C(CCCCCCCCCCCCCCCCCCCCCCCCCCCCC)C(C(=O)O)=CC=CCCCCCCCCCCCCCCC melissyl-eicosadienoic acid